N-[1-(3,4-dihydro-2H-1,5-benzodioxepin-7-yl)-2-methylpropyl]-6-(2-hydroxyethyl)-pyrazolo[1,5-a]pyrimidine-3-carboxamide O1CCCOC2=C1C=CC(=C2)C(C(C)C)NC(=O)C=2C=NN1C2N=CC(=C1)CCO